2'-hydroxyGenistein tert-Butyl(((1r,4r)-4-(methylsulfonyl)cyclohexyl)methyl)carbamate C(C)(C)(C)N(C(O)=O)CC1CCC(CC1)S(=O)(=O)C.OC1=C(C2=COC=3C=C(C=C(C3C2=O)O)O)C=CC(=C1)O